tert-Butyl (2-(5-((R)-2-(benzyloxy)-1,1,1-trifluorohex-5-en-2-yl)-1,3,4-oxadiazol-2-yl)-6-(((R)-pent-4-en-2-yl)oxy)-5-(trifluoromethyl)pyridin-3-yl)carbamate C(C1=CC=CC=C1)O[C@](C(F)(F)F)(CCC=C)C1=NN=C(O1)C1=NC(=C(C=C1NC(OC(C)(C)C)=O)C(F)(F)F)O[C@H](C)CC=C